NCC1=CC=C(C=C1)NC=1C(=NC(=NC1)N1CCC(CC1)C(C)C)C N-(4-(aminomethyl)phenyl)-2-(4-isopropylpiperidin-1-yl)-4-methylpyrimidin-5-amine